[Na+].C(C)(C)(C)C=1C=C(C(=C(C1)NC(NC1=CC=C(C2=CC=CC=C12)OC1=CC(=NC=C1)NC=1C=C(OCCOCCOCC(=O)[O-])C=C(C1)OC)=O)OC)NS(=O)(=O)C 2-(2-(2-(3-((4-((4-(3-(5-(tert-butyl)-2-methoxy-3-(methylsulfonamido)phenyl)ureido)naphthalen-1-yl)oxy)pyridin-2-yl)amino)-5-methoxyphenoxy)ethoxy)ethoxy)acetic acid, sodium salt